tert-butyl (1S,4S)-5-(4-amino-5-cyano-2-fluoro-phenyl)-2,5-diazabicyclo[2.2.1]heptane-2-carboxylate NC1=CC(=C(C=C1C#N)N1[C@@H]2CN([C@H](C1)C2)C(=O)OC(C)(C)C)F